BrC1=C(C=C(C=C1)N1C(OC(C1)CO)=O)F 3-(4-bromo-3-fluorophenyl)-5-hydroxymethyl-oxazolidine-2-one